oxairene O1C=C1